2-ethyl 8-(2-methoxyethyl) (1S,2R,5R)-3-((6-(4-hydroxyphenoxy)pyridin-3-yl)sulfonyl)-3,8-diazabicyclo[3.2.1]octane-2,8-dicarboxylate OC1=CC=C(OC2=CC=C(C=N2)S(=O)(=O)N2[C@H]([C@@H]3CC[C@H](C2)N3C(=O)OCCOC)C(=O)OCC)C=C1